Benzyl (1s,3s)-3-(trifluoromethoxy)cyclobutane-1-carboxylate FC(OC1CC(C1)C(=O)OCC1=CC=CC=C1)(F)F